ClC1(C=CC(C=C1)(C)Cl)C 1,4-dichloro-p-xylene